CN(C)CC1=C(C=CC(=N1)NC(=O)C1CC1)C1OCCOC1 N-(6-((dimethylamino)methyl)-5-(1,4-dioxan-2-yl)pyridin-2-yl)cyclopropanecarboxamide